F[C@H]1[C@]2(CC(C[C@@](C[C@@H]1N(C1=CC=C(N=N1)C1=C(C=C(C=C1)N1C=NC=C1)O)C)(N2C)C)C)C 2-(6-(((1R,2R,3S,5S)-2-fluoro-1,5,7,9-tetramethyl-9-azabicyclo[3.3.1]nonan-3-yl)(methyl)amino)pyridazin-3-yl)-5-(1H-imidazol-1-yl)phenol